NC1=C2N(C(N(C2=NC=N1)C1CCN(CC1)C1CCN(CC1)C(=O)OC(C)(C)C)=O)C1=CC(=C(C=C1)OC1=CC=C(C=C1)OC)C tert-butyl 4-{6-amino-7-[4-(4-methoxyphenoxy)-3-methylphenyl]-8-oxopurin-9-yl}-[1,4'-bipiperidine]-1'-carboxylate